2,4-Dichlorofluorobenzene tert-butyl-(3S)-3-[4-(4-bromo-3-cyano-pyrazolo[1,5-a]pyridin-6-yl)pyrazol-1-yl]piperidine-1-carboxylate C(C)(C)(C)OC(=O)N1C[C@H](CCC1)N1N=CC(=C1)C=1C=C(C=2N(C1)N=CC2C#N)Br.ClC2=C(C=CC(=C2)Cl)F